NC1=CC=C2C(C=C(OC2=C1N)C1=CC=C(C#N)C=C1)=O 4-(7,8-diamino-4-oxo-4H-chromen-2-yl)benzonitrile